FC(C=1C=C(C=C(C1)N)N)(F)F 5-trifluoromethylbenzene-1,3-diamine